ClC=1OC2=C(N1)C(=CC=C2)F 2-chloro-4-fluorobenzo[d]oxazole